(3,5-bis(pyridin-3-yl)phenyl)boronic acid N1=CC(=CC=C1)C=1C=C(C=C(C1)C=1C=NC=CC1)B(O)O